3-methyl-L-glutamyl-3-anthraniloyl-L-alanine CC([C@H](N)C(=O)N[C@@H](CC(C=1C(N)=CC=CC1)=O)C(=O)O)CC(=O)O